C(=C)[Si](OC(C)C)(OC(C)C)OC(C)C vinyl-triisopropoxylsilane